tert-butyl 1-((1-acetylindolin-5-yl)sulfonyl)-1H-pyrrole-3-carboxylate C(C)(=O)N1CCC2=CC(=CC=C12)S(=O)(=O)N1C=C(C=C1)C(=O)OC(C)(C)C